N[C@H]1CC[C@H](CC1)O\N=C/1\C(C=2C(=NC=NC2C2=C1C=C(C=C2)OC)N)(C)C (6Z)-6-(cis-4-aminocyclohexoxy)imino-8-methoxy-5,5-dimethyl-benzo[h]quinazolin-4-amine